3-((2S,6R)-2,6-dimethylmorpholino)-2-nitroaniline C[C@@H]1O[C@@H](CN(C1)C=1C(=C(N)C=CC1)[N+](=O)[O-])C